N-((2-methyl-4-(naphthalen-2-yl)quinolin-6-yl)methyl)tetrahydro-2H-pyran-4-amine CC1=NC2=CC=C(C=C2C(=C1)C1=CC2=CC=CC=C2C=C1)CNC1CCOCC1